5'-bromo-4'-chloro-1',2'-dihydrospiro[cyclopentane-1,3'-pyrrolo[2,3-b]pyridin] BrC=1C(=C2C(=NC1)NCC21CCCC1)Cl